C1=C(C=CC2=CC=CC=C12)N1CCCC1 1-(naphthalen-2-yl)pyrrolidine